7-(2-Bromo-6-trifluoromethyl-benzyl)-5-[1-(2-fluoro-6-methyl-phenyl)-piperidin-4-yl]-2,4,5,7-tetrahydro-pyrazolo[3,4-d]pyrimidin-6-one BrC1=C(CN2C(N(CC=3C2=NNC3)C3CCN(CC3)C3=C(C=CC=C3C)F)=O)C(=CC=C1)C(F)(F)F